methyl (1-(2-(1-hexyl-1H-pyrazol-4-yl)-5-methoxyphenyl) piperidin-4-yl)-4-methylbenzenesulfonate C(CCCCC)N1N=CC(=C1)C1=C(C=C(C=C1)OC)N1CCC(CC1)C1=C(C=CC(=C1)C)S(=O)(=O)OC